C(C)C=1C(NC=2C=C(C=NC2C1)CN1CCN(CC1)C=1C=CC(=NC1)C(=O)N)=O 5-(4-((7-ethyl-6-oxo-5,6-dihydro-1,5-naphthyridin-3-yl)methyl)piperazin-1-yl)picolinamide